1-(5-bromo-2-chlorophenyl)dihydropyrimidine BrC=1C=CC(=C(C1)N1CNCC=C1)Cl